C1(=CC(=CC=C1)N1C(=NC=C1)C1CC=2C=NC=CC2N1C(=O)OC(C)(C)C)C tert-butyl 2-(1-(m-tolyl)-1H-imidazol-2-yl)-2,3-dihydro-1H-pyrrolo[3,2-c]pyridine-1-carboxylate